ClC1=C(C=CC=C1Cl)N(C1=CC(=CC=C1)N(C1=CC=CC=C1)C1=CC=CC=C1)C1=CC=CC=C1 N1-(2,3-dichlorophenyl)-N1,N3,N3-Triphenylbenzene-1,3-diamine